4-[4-[[[[4-chloro-3-(trifluoromethyl)phenyl]amino]carbonyl]amino]phenoxy]-N-methyl-2-pyridinecarboxamide ClC1=C(C=C(C=C1)NC(=O)NC1=CC=C(OC2=CC(=NC=C2)C(=O)NC)C=C1)C(F)(F)F